CC1=NC=2C3=C(N(C(C2C=C1)([2H])[2H])C)C(=CC=C3)[N+](=O)[O-] 2,6-dimethyl-7-nitro-5,6-dihydrobenzo[h][1,6]naphthyridine-5,5-d2